methyl 3-((1-(4-fluorophenyl)-2-methoxy-2-oxoethyl) amino)-3-oxopropionate FC1=CC=C(C=C1)C(C(=O)OC)NC(CC(=O)OC)=O